N-((1S)-(5-(1-aminopropyl)-1H-benzo[d]imidazol-2-yl)(4,4-difluorocyclohexyl)methyl)-1-methyl-1H-pyrazole-5-carboxamide hydrochloride Cl.NC(CC)C1=CC2=C(NC(=N2)[C@@H](NC(=O)C2=CC=NN2C)C2CCC(CC2)(F)F)C=C1